racemic-ethyl-1-benzamido-3-fluoro-4-hydroxycyclopentane-1-carboxylate C(C)OC(=O)C1(CC(C(C1)O)F)NC(C1=CC=CC=C1)=O